((1s,3s)-3-Hydroxy-3-methylcyclobutyl)(7-(3-methylbenzyl)-2-azaspiro[3.5]nonan-2-yl)methanon OC1(CC(C1)C(=O)N1CC2(C1)CCC(CC2)CC2=CC(=CC=C2)C)C